1-[2-chloro-4-[[5-[6-(dimethylamino)-2,5-difluoro-3-pyridinyl]-1-methyl-imidazole-2-carbonyl]amino]benzoyl]piperidine-4-carboxylic acid methyl ester COC(=O)C1CCN(CC1)C(C1=C(C=C(C=C1)NC(=O)C=1N(C(=CN1)C=1C(=NC(=C(C1)F)N(C)C)F)C)Cl)=O